NC1=NN(C(=C1)C#N)C1CCC(CC1)=C(F)F 3-amino-1-(4-(difluoromethylene)cyclohexyl)-1H-pyrazole-5-carbonitrile